N-(cycloheptylmethyl)-2-[(2-fluoro-6-hydroxy-phenyl)methyl]-1H-benzimidazole-5-carboxamide C1(CCCCCC1)CNC(=O)C1=CC2=C(NC(=N2)CC2=C(C=CC=C2O)F)C=C1